CS(=O)(=O)C1=CC=C(COC(C(C)C)=S)C=C1.CSP(C1=CC=CC=C1)C1=CC=CC=C1 (methylthio)diphenylphosphine (4-(methyl-sulfonyl)benzyl)2-methylpropanethioate